N1(C=NC=C1)CCN1C=CC2=CC=CC=C12 1-(2-(1H-imidazol-1-yl)ethyl)-1H-indole